6-(3-(tert-butyl)phenyl)-2-azaspiro[3.3]Heptane C(C)(C)(C)C=1C=C(C=CC1)C1CC2(CNC2)C1